C(C1=CC=CC=C1)OC=1C=CC2=C(C(=C(S2)C(F)F)C(=O)NC2CCN(CC2)C)C1 5-(benzyloxy)-2-(difluoromethyl)-N-(1-methylpiperidin-4-yl)-1-benzothiophene-3-carboxamide